(4-bromo-2-fluorophenylamino)-7-fluoro-3-methyl-3H-benzimidazole-5-carboxylic acid BrC1=CC(=C(C=C1)NC=1N(C2=C(N1)C(=CC(=C2)C(=O)O)F)C)F